CO[Si](OC)(OC)CCCNCCCCCCCC[Si](OC)(OC)OC (trimethoxysilylpropyl)(trimethoxysilyloctyl)amine